FC1=C(OC2=C(OC(=CC2=O)C)C2=CC=C(C=C2)S(=O)(=O)C)C=CC(=C1)F 3-(2,4-difluorophenoxy)-6-methyl-2-(4-(methylsulfonyl)phenyl)-4H-pyran-4-one